[N+](=O)([O-])C1=CC=C(C=C1)N1CCC(CC1)N1CCN(CC1)C=1C=C2CN(C(C2=CC1)=O)C1C(NC(CC1)=O)=O 3-(5-(4-(1-(4-nitrophenyl)piperidin-4-yl)piperazin-1-yl)-1-oxoisoindolin-2-yl)piperidine-2,6-dione